NC=1C(=C2C(=NC1C(=O)N)N(N=C2C(=O)N)C)C2=C(C(=CC=C2)O)C 5-amino-4-(3-hydroxy-2-methylphenyl)-1-methyl-1H-pyrazolo[3,4-b]pyridine-3,6-dicarboxamide